N1(CC1)C(=O)C=1C(=C(C(=CC1CCCCC)O)C1CCCC(=C1)C)O aziridin-1-yl(2,6-dihydroxy-5'-methyl-4-pentyl-1',2',3',4'-tetrahydro-[1,1'-biphenyl]-3-yl)methanone